COC=1C=C2C(=CC(=NC2=NC1)C)SCC1=CC=C(C=C1)OC 6-methoxy-4-[(4-methoxyphenyl)methylsulfanyl]-2-methyl-1,8-naphthyridine